C1(=C(O)C(=C(C(=C1[2H])[2H])[2H])[2H])OC guaiacol-3,4,5,6-d4